O=C1N(CC=2N(C1)C(=CN2)C2=CC=C(C(=O)O)C=C2)C2CCOCC2 4-(6-oxo-7-(tetrahydro-2H-pyran-4-yl)-5,6,7,8-tetrahydroimidazo[1,2-a]pyrazin-3-yl)benzoic acid